C1(=CC=CC=C1)N1N=C(CC1)C(F)(F)F 1-phenyl-3-trifluoromethyl-2-pyrazoline